tert-butyl (R)-(1-acetylpiperidin-3-yl)carbamate C(C)(=O)N1C[C@@H](CCC1)NC(OC(C)(C)C)=O